NC[C@@H]1CN(CC1)C1=C2CN(C(C2=CC=C1)=O)C1C(NC(CC1)=O)=O 3-(4-((R)-3-(Aminomethyl)pyrrolidin-1-yl)-1-oxoisoindolin-2-yl)piperidine-2,6-dione